benzo-2,1,3-thiadiazole-4-sulfinic acid N=1SN=C2C1C=CC=C2S(=O)O